(3-Chloro-4-fluorophenyl)-1-((4-(2-hydroxyethyl)-5-(trifluoromethyl)-1H-pyrazol-3-yl)methyl)-1-(2-methoxypyrimidin-5-yl)urea ClC=1C=C(C=CC1F)NC(N(C=1C=NC(=NC1)OC)CC1=NNC(=C1CCO)C(F)(F)F)=O